2-(3-{5-chloro-2-[(oxan-4-yl)amino]pyrimidin-4-yl}-5-oxo-5H,6H,7H-pyrrolo[3,4-b]pyridin-6-yl)-N-[(1R)-1-(3-methoxyphenyl)ethyl]acetamide ClC=1C(=NC(=NC1)NC1CCOCC1)C=1C=C2C(=NC1)CN(C2=O)CC(=O)N[C@H](C)C2=CC(=CC=C2)OC